OCC(C)(C)N1CCC2(CCN(CC2)C2=CC(=C(C=C2C=2C=NN(C2)C)NC=2N=C(C3=C(N2)NC=C3)NC=3C=C2N=CC=NC2=CC3)OC)CC1 6-((2-((4-(9-(1-hydroxyl-2-methylpropan-2-yl)-3,9-diazaspiro[5.5]undecan-3-yl)-2-Methoxy-5-(1-methyl-1H-pyrazol-4-yl)phenyl)amino)-7H-pyrrolo[2,3-d]pyrimidin-4-yl)amino)quinoxaline